7-((3-((2,6-dioxopiperidin-3-yl)amino)phenyl)amino)-N,N-diisopropylheptanamide O=C1NC(CCC1NC=1C=C(C=CC1)NCCCCCCC(=O)N(C(C)C)C(C)C)=O